N-(2-methoxyethyl)-5-(methoxymethyl)-2-phenyl-1H-indol-7-amine COCCNC=1C=C(C=C2C=C(NC12)C1=CC=CC=C1)COC